[C@@H]1([C@H](O)[C@H](O)[C@@H](C)O1)N1C(=O)NC(=O)C=C1 5'-deoxyUridine